aminocyanic acid NOC#N